[(4-FORMYL-3-METHYL-1-PHENYL-1H-PYRAZOL-5-YL)THIO]ACETIC ACID C(=O)C=1C(=NN(C1SCC(=O)O)C1=CC=CC=C1)C